(3R)-(+)-3-(tert-butoxycarbonylamino)pyrrolidine CC(C)(C)OC(=O)N[C@@H]1CCNC1